Cl.FC1(C(C1)C(=O)NC1=NC=C(C=C1)N1CCNCC1)F 2,2-difluoro-N-(5-(piperazin-1-yl)pyridin-2-yl)cyclopropane-1-carboxamide hydrochloride